methyl 4-(4,5-dichloro-2-hydroxyphenyl)pyrrolidine-3-carboxylate ClC1=CC(=C(C=C1Cl)C1C(CNC1)C(=O)OC)O